4-(2,3-Dihydro-1H-inden-5-yl)-5-(quinolin-2-yl)-2,4-dihydro-3H-1,2,4-triazole-3-thione C1CCC2=CC(=CC=C12)N1C(NN=C1C1=NC2=CC=CC=C2C=C1)=S